FC1=CC=C(C=C1)N1C=NC=2NC(CC(C21)C2=CC(=C(C(=C2)OC)OC)OC)=O 1-(4-fluorophenyl)-7-(3,4,5-trimethoxyphenyl)-1H,4H,5H,6H,7H-imidazo[4,5-B]pyridin-5-one